O=C1NC(CCC1N1C(C2=CC=C(C=C2C1=O)OCCCCCN1CCC(CC1)OC1CC(C1)OC1=NC=C(C=C1)C=1C=CC=2C3=C(NC2C1)C=CN=C3)=O)=O 2-(2,6-dioxo-3-piperidinyl)-5-[5-[4-[3-[[5-(5H-pyrido[4,3-b]indol-7-yl)-2-pyridinyl]oxy]cyclobutoxy]-1-piperidinyl]pentoxy]isoindoline-1,3-dione